C(C1=CC=CC=C1)OC(=O)N1C[C@H](CC1)C(N(C)[C@H](C(=O)OC(C)(C)C)C(C)C)=O (S)-3-(((S)-1-(tert-butoxy)-3-methyl-1-oxobutan-2-yl)(methyl)carbamoyl)pyrrolidine-1-carboxylic acid benzyl ester